CC1=C(C(=O)P([O-])(=O)C)C(=CC(=C1)C)C (2,4,6-trimethylbenzoyl)-methylphosphinate